6-chloro-4-methylpyrido[2,3-b]pyrazin-3(4H)-one ClC=1C=CC2=C(N(C(C=N2)=O)C)N1